(1-cyclohexene-1,2-dicarboximido) methyl-2,2-dimethyl-3-(2-methylpropenyl)-cyclopropanecarboxylate CC1(C(C1C=C(C)C)(C)C)C(=O)ON1C(=O)C2=C(CCCC2)C1=O